O1C(OCC1)CC1=NC(=C(C(=O)NC2CC2)C=C1Br)Cl ((1,3-dioxolan-2-yl)methyl)-5-bromo-2-chloro-N-cyclopropylnicotinamide